C(C)(=O)O[C@H]1[C@@H](O[C@H]([C@@H]1N)CO[Si](C1=CC=CC=C1)(C1=CC=CC=C1)C(C)(C)C)C(OC)OC 1-(2R,3R,4S,5R)-4-amino-5-(((tert-butyldiphenylsilyl)oxy)methyl)-2-(dimethoxymethyl)tetrahydrofuran-3-yl acetate